5-cyano-N-(5-{[(2s,5r)-2,5-dimethyl-4-(tetrahydro-2H-pyran-4-yl)piperazin-1-yl]carbonyl}-6,6-dimethyl-1,4,5,6-tetrahydropyrrolo[3,4-c]pyrazol-3-yl)pyridine-2-carboxamide C(#N)C=1C=CC(=NC1)C(=O)NC=1C2=C(NN1)C(N(C2)C(=O)N2[C@H](CN([C@@H](C2)C)C2CCOCC2)C)(C)C